1-sulfo-2-hydroxy-4-(trimethoxysilyl)benzene S(=O)(=O)(O)C1=C(C=C(C=C1)[Si](OC)(OC)OC)O